bis[3,5-difluoro-2-[5-(trifluoromethyl)-2-pyridyl]phenyl]iridium(III) hexafluorophosphate F[P-](F)(F)(F)(F)F.FC=1C(=C(C=C(C1)F)[Ir+]C1=C(C(=CC(=C1)F)F)C1=NC=C(C=C1)C(F)(F)F)C1=NC=C(C=C1)C(F)(F)F